C(C(C)C)(=O)OC1=C(C(=CC(=C1)Cl)C=NC1=C(C=C(C=C1)Cl)Cl)O 5-chloro-3-((2,4-dichlorophenylimino)-methyl)-2-hydroxyphenyl isobutyrate